[Na+].O=C([C@H](O)[C@@H](O)[C@H](O)[C@H](O)CO)[O-] D-gluconic acid, sodium salt